N-[3-(4-aminobutylcarbamoyl)phenyl]-4-[[(3R,4R)-1-(2-cyanoacetyl)-4-methyl-3-piperidyl]-methyl-amino]pyrrolo[2,3-d]pyrimidine-7-carboxamide NCCCCNC(=O)C=1C=C(C=CC1)NC(=O)N1C=CC2=C1N=CN=C2N(C)[C@H]2CN(CC[C@H]2C)C(CC#N)=O